(S)-1-[4-(trifluoromethyl)phenyl]ethanamine FC(C1=CC=C(C=C1)[C@H](C)N)(F)F